CC(C)(CC)[Te]C1=C(C=C(C(=C1)C(C)C)O)O 4-(2-Methylbutan-2-yltellanyl)-6-propan-2-ylbenzene-1,3-diol